7-chloro-2-[(1-methylpiperidin-4-yl)thio]-1,6-naphthyridine ClC1=NC=C2C=CC(=NC2=C1)SC1CCN(CC1)C